O=C1N(CC=2C=C3C(=CC12)OC1(CC3)CNC1)C1C(NC(CC1)=O)=O 3-(8'-Oxo-3',4',6',8'-tetrahydro-7'H-spiro[azetidine-3,2'-pyrano[2,3-f]isoindol]-7'-yl)piperidine-2,6-dione